(2E)-3-(4-bromo-3-fluorophenyl)prop-2-enoic acid methyl ester COC(\C=C\C1=CC(=C(C=C1)Br)F)=O